C(C)(C)(C)S(=O)NC(C)C=1C=NN(C1)C1CCN(CC1)C(=O)OC(C)(C)C tert-Butyl 4-(4-(1-((tert-butylsulfinyl)amino)ethyl)-1H-pyrazol-1-yl)piperidine-1-carboxylate